N-(2-(4-carbamoylpiperidin-1-yl)-4-((4-(3-(2-(2-((2-(2,6-dioxopiperidin-3-yl)-1,3-dioxoisoindolin-4-yl)amino)ethoxy)ethoxy)propanoyl)piperazin-1-yl)methyl)phenyl)-2-morpholinooxazole C(N)(=O)C1CCN(CC1)C1=C(C=CC(=C1)CN1CCN(CC1)C(CCOCCOCCNC1=C2C(N(C(C2=CC=C1)=O)C1C(NC(CC1)=O)=O)=O)=O)N1C(OC=C1)N1CCOCC1